(2R,5S)-2,5-dimethyl-1-(((trans)-3-(trifluoromethyl)cyclobutyl)(4-(trifluoromethyl)phenyl)methyl)piperazine hydrochloride Cl.C[C@H]1N(C[C@@H](NC1)C)C(C1=CC=C(C=C1)C(F)(F)F)[C@@H]1C[C@H](C1)C(F)(F)F